NC=1N(N=C2C1CN(CC2)C(=O)O)C2=CC(=C(C(=C2)C)Cl)C 3-amino-2-(4-chloro-3,5-dimethylphenyl)-6,7-dihydro-4H-pyrazolo[4,3-c]Pyridine-5-carboxylic acid